N-Butyl-4-methoxy-1H-benzo[d]imidazole-1-carboxamide C(CCC)NC(=O)N1C=NC2=C1C=CC=C2OC